pregna-5-ene-3,7,20-trione CC([C@H]1CC[C@H]2[C@@H]3C(C=C4CC(CC[C@]4(C)[C@H]3CC[C@]12C)=O)=O)=O